2-Ethyl-3-((5-(4-fluoro-3-hydroxy-5-(trifluoromethyl)phenyl)isoxazol-3-yl)methyl)-6-phenylpyrimidin-4(3H)-one C(C)C1=NC(=CC(N1CC1=NOC(=C1)C1=CC(=C(C(=C1)C(F)(F)F)F)O)=O)C1=CC=CC=C1